Cl.BrC1=CC=CC(=N1)NC(=O)C1NC[C@@H](C1)F (4R)-N-(6-bromopyridin-2-yl)-4-fluoropyrrolidine-2-carboxamide hydrochloride